O=S1(CCC(CC1)C(=O)N1C(CN(CC1)[C@H](C(=O)NC1=NC=C(C=C1)OC1=CC=C(C=C1)F)C)(C)C)=O (2S)-2-[4-(1,1-dioxo-1lambda6-thiane-4-carbonyl)-3,3-dimethyl-piperazin-1-yl]-N-[5-(4-fluorophenoxy)pyridin-2-yl]propanamide